CN(C1=CC=C(C=C1)C=CC=1OC(=CC(C1)=C(C#N)C#N)C)C [2-[2-[4-(dimethylamino)phenyl]vinyl]-6-methyl-4H-pyran-4-ylidene]-malononitrile